ClC=1C(=CC2=C(N(CCO2)C)C1)SC 6-Chloro-4-methyl-7-(methylthio)-3,4-dihydro-2H-1,4-benzoxazine